C(CC#C)N1N=C(C=2C1=NC=NC2N)I 1-(but-3-yn-1-yl)-3-iodo-1H-pyrazolo[3,4-d]pyrimidin-4-amine